N-(2-(4-((1S,4S)-2-oxa-5-azabicyclo[2.2.1]heptane-5-yl)piperidine-1-yl)-4-methoxy-5-((6-((R)-3-(pyridine-3-ylmethyl)isoxazolidine-2-yl)pyrimidine-4-yl)amino)phenyl)acrylamide [C@@H]12OC[C@@H](N(C1)C1CCN(CC1)C1=C(C=C(C(=C1)OC)NC1=NC=NC(=C1)N1OCC[C@H]1CC=1C=NC=CC1)NC(C=C)=O)C2